3-methyl-3-oxetanemethanol CC1(COC1)CO